ON(CCC1=CC(O)=C(O)C=C1)O bishydroxydopamine